Cl[O-].[Cl+] chlorine (hypochlorite)